C1CCC2CC2C#CC1 Bicyclo[6.1.0]Nonyne